DL-Malic acid (Malate) C(C(O)CC(=O)O)(=O)O.C(C(O)CC(=O)O)(=O)O